ClC=1C=C(C(=O)N2CC3=CC=CC=C3CC2C(=O)NCC)C=CC1Cl 2-(3,4-Dichlorobenzoyl)-N-ethyl-1,2,3,4-tetrahydroisoquinoline-3-carboxamide